methyl (S)-2-((S)-2-((((S)-2-(3-chlorophenyl)-2,2-difluoro-1-phenylethoxy)carbonyl)amino)-3-cyclohexylpropanamido)-3-((S)-2-oxopyrrolidin-3-yl)propanoate ClC=1C=C(C=CC1)C([C@@H](OC(=O)N[C@H](C(=O)N[C@H](C(=O)OC)C[C@H]1C(NCC1)=O)CC1CCCCC1)C1=CC=CC=C1)(F)F